CC1=C(C=C(C=C1)NC(=O)C1C(NC2=CC=CC=C2C1)C1=CC=C(C=C1)NC(OC(C)(C)C)=O)C(F)(F)F tert-butyl (4-(3-((4-methyl-3-(trifluoromethyl)phenyl)carbamoyl)-1,2,3,4-tetrahydroquinolin-2-yl)phenyl)carbamate